7-(3,5-difluorophenyl)-N-[(4S)-3,4-dihydro-2H-1-benzopyran-4-yl]-3-(2-fluoroprop-2-yl)thieno[3,2-b]pyridine-2-carboxamide FC=1C=C(C=C(C1)F)C1=C2C(=NC=C1)C(=C(S2)C(=O)N[C@H]2CCOC1=C2C=CC=C1)C(C)(C)F